3-(6-oxo-6,8-dihydro-2H,7H-spiro[furo[2,3-e]isoindole-3,3'-pyrrolidin]-7-yl)piperidine-2,6-dione hydrochloride Cl.O=C1N(CC2=C3C(=CC=C12)C1(CNCC1)CO3)C3C(NC(CC3)=O)=O